3-amino-propan NCCC